tert-Butyl (3R)-3-[(1S)-2-[(4S)-4-benzyl-2-oxo-oxazolidin-3-yl]-1-[(3-benzyloxyphenyl)methyl]-2-oxo-ethyl]pyrrolidine-1-carboxylate C(C1=CC=CC=C1)[C@@H]1N(C(OC1)=O)C([C@@H](CC1=CC(=CC=C1)OCC1=CC=CC=C1)[C@@H]1CN(CC1)C(=O)OC(C)(C)C)=O